4,4'-difluorobenzophenone imine FC1=CC=C(C(C2=CC=C(C=C2)F)=N)C=C1